3-((3-(difluoromethoxy)-4-fluorobenzyl)amino)-1H-pyrrole-2-carboxylic acid ethyl ester C(C)OC(=O)C=1NC=CC1NCC1=CC(=C(C=C1)F)OC(F)F